N-(5-(3-(2,2-dimethylpyrrolidin-1-yl)propanamido)-2-methyl-pyridin-3-yl)-2-(1-methyl-1H-pyrazol-4-yl)pyrazolo[5,1-b]thiazole-7-carboxamide CC1(N(CCC1)CCC(=O)NC=1C=C(C(=NC1)C)NC(=O)C=1C=NN2C1SC(=C2)C=2C=NN(C2)C)C